FC=1C=C(C=CC1F)[C@H]1[C@@H](CN(C1)CCOC)NC(=O)NC1=CC(=NN1C)C1=CC=C(C=C1)SC 1-((3S,4R)-4-(3,4-difluorophenyl)-1-(2-methoxyethyl)pyrrolidin-3-yl)-3-(1-methyl-3-(4-(methylthio)phenyl)-1H-pyrazol-5-yl)urea